tert-butyl 4-acetylpiperazine-1-carboxylate C(C)(=O)N1CCN(CC1)C(=O)OC(C)(C)C